BrC=1C=NN2C1N=C(C=C2C2=CC=NN2C2OCCCC2)N2[C@@H](COCC2)C (3R)-4-(3-bromo-7-(1-(tetrahydro-2H-pyran-2-yl)-1H-pyrazol-5-yl)pyrazolo[1,5-a]pyrimidin-5-yl)-3-methylmorpholine